1-(4-(3-chlorophenyl)-5-(isopropylthio)thiazol-2-yl)-4-(2,6-dimethylpyridin-4-yl)-3-methyl-1H-pyrazole-5-carboxylic acid ClC=1C=C(C=CC1)C=1N=C(SC1SC(C)C)N1N=C(C(=C1C(=O)O)C1=CC(=NC(=C1)C)C)C